2-(6-(3-amino-3-(hydroxymethyl)pyrrolidin-1-yl)-4-methylpyridin-2-yl)-4-(2-fluoro-6-methoxyphenyl)-2,3-dihydro-1H-pyrrolo[3,4-c]pyridin-1-one NC1(CN(CC1)C1=CC(=CC(=N1)N1CC=2C(=NC=CC2C1=O)C1=C(C=CC=C1OC)F)C)CO